FN([C@@H](CC1=CC=C(C=C1)O)C(=O)O)S(=O)(=O)F fluoro-fluorosulfonyl-tyrosine